C(C=C)NC=1N=C(C2=C(N1)C(=NC(=N2)Cl)NC)NC N2-Allyl-6-chloro-N4,N8-dimethyl-pyrimido[5,4-d]pyrimidine-2,4,8-triamine